5,6-diamino-3-methyluracil NC=1C(N(C(NC1N)=O)C)=O